C(C)(C)(C)OC(=O)N([C@@H](C)C(=O)O)C N-(tert-Butyloxycarbonyl)-N-methylalanine